4-(2-(4-allyl-2,6-dimethylphenoxy)-1-(((1S,2R,5S)-2-isopropyl-5-methylcyclohexyl)oxy)propyl)-2-methoxyphenol C(C=C)C1=CC(=C(OC(C(O[C@@H]2[C@H](CC[C@@H](C2)C)C(C)C)C2=CC(=C(C=C2)O)OC)C)C(=C1)C)C